C(CCC)NC(=NC#N)C1=CN=C2N1N=C(C=C2)N2C(CC(C2)F)C2=C(C=CC(=C2)F)SC N-butyl-N'-cyano-6-[4-fluoro-2-[5-fluoro-2-(methylthio)phenyl]pyrrolidin-1-yl]imidazo[1,2-b]pyridazine-3-carboxamidine